FC(C1=NN2C(CN(CC2)C(=O)C=2C=C(C=CC2F)CN2C(C3=CC=CC=C3C=N2)=O)=N1)(F)F [3-[[2-(Trifluoromethyl)-5,6,7,8-tetrahydro-[1,2,4]-triazolo[1,5-a]pyrazin-7-yl]carbonyl]-4-fluorophenyl]methyl-1(2H)-phthalazinon